tert-butyl (2R,3S,4S)-4-[(tert-butoxycarbonyl)oxy]-2-[(4-chlorophenyl)methyl]-3-[(4-nitrophenoxycarbonyl)oxy]pyrrolidine-1-carboxylate C(C)(C)(C)OC(=O)O[C@@H]1[C@H]([C@H](N(C1)C(=O)OC(C)(C)C)CC1=CC=C(C=C1)Cl)OC(=O)OC1=CC=C(C=C1)[N+](=O)[O-]